FC(C(=O)O)(F)F.FC(CCC(=O)O)(C1=C2C=CC=NC2=CC=C1)F 4,4-difluoro-4-(quinolin-5-yl)butanoic acid trifluoroacetate salt